C(C)C(CC1C(CCCC1)(CC(CCCC)CC)CC(CCCC)CC)CCCC Tri(2-ethylhexyl)cyclohexan